4-(4-(3-(4-methoxybenzyl)ureido)benzyl)-3-oxopiperazine-1-carboxylic acid tert-butyl ester C(C)(C)(C)OC(=O)N1CC(N(CC1)CC1=CC=C(C=C1)NC(=O)NCC1=CC=C(C=C1)OC)=O